OC1=C(C=C(C=C1)C(C)C)C1=C(N2N(C=3C=CC=CC3C23C(=NN(C3=O)C3=CC=CC=C3)C)C1=O)C 2'-(2-Hydroxy-5-isopropylphenyl)-1',3-dimethyl-1-phenyl-3'H-spiro[pyrazole-4,9'-pyrazolo[1,2-a]indazole]-3',5(1H)-dione